C(#N)C=1C=CC(=C(C1)C1=C(C=NC(=C1)C)C(=O)OC)OC methyl 4-(5-cyano-2-methoxyphenyl)-6-methylpyridine-3-carboxylate